ClC=1C(=C2C=CN(C2=C(C1)C)C(=O)OC(C)(C)C)B1OC(C(O1)(C)C)(C)C tert-butyl 5-chloro-7-methyl-4-(4,4,5,5-tetramethyl-1,3,2-dioxaborolan-2-yl)-1H-indole-1-carboxylate